COCOC=1C(=CC2=CN(N=C2C1C)C)C1=CC=C2C=C(C=NC2=N1)N1C[C@H]([C@@H](C1)C)N(C(OC(C)(C)C)=O)C tert-butyl N-[(3S,4R)-1-{7-[6-(methoxymethoxy)-2,7-dimethylindazol-5-yl]-1,8-naphthyridin-3-yl}-4-methylpyrrolidin-3-yl]-N-methylcarbamate